2-bromo-1-(2-fluoro-3-nitrophenyl)ethanone BrCC(=O)C1=C(C(=CC=C1)[N+](=O)[O-])F